C(C)(=O)N1CCN(CC1)C=1C=C2CCN(CC2=CC1)CS(=O)(=O)N(C)CC1CC1 6-(4-acetylpiperazin-1-yl)-N-(cyclopropyl-methyl)-N-methyl-3,4-dihydroisoquinoline-2(1H)-methanesulfonamide